N1=CN=C(C2=C1NC=C2)N2CCSC(=C2)C(=O)N2C[C@@H]([C@H](CC2)CO)NC(OC(C)(C)C)=O tert-butyl ((3R,4S)-1-(4-(7H-pyrrolo[2,3-d]pyrimidin-4-yl)-3,4-dihydro-2H-1,4-thiazine-6-carbonyl)-4-(hydroxymethyl)piperidin-3-yl)carbamate